ClC=1C=C2CN(CC2=CC1)C1=NC=2N(C(=C1)C=1C=NNC1)N=C(C2C(C)C)C(=O)NC2=CC(=CC=C2)O 5-(5-chloroisoindolin-2-yl)-N-(3-hydroxyphenyl)-3-isopropyl-7-(1H-pyrazol-4-yl)pyrazolo[1,5-a]pyrimidine-2-carboxamide